2-methyl-5-(methylsulfanyl)-N-(3-(4'-nitro-[1,1'-biphenyl]-4-yl)propyl)-[1,3]thiazolo[5,4-d]pyrimidin CC1SC=2N=C(N=CC2N1CCCC1=CC=C(C=C1)C1=CC=C(C=C1)[N+](=O)[O-])SC